BrC=1C(=C(C=C(C1)C(F)(F)F)[C@@H](C)N[S@](=O)C(C)(C)C)F (R)-N-((R)-1-(3-bromo-2-fluoro-5-(trifluoromethyl)phenyl)ethyl)-2-methylpropane-2-sulfinamide